isopropenyloxytris(trimethylsiloxy)silane C(=C)(C)O[Si](O[Si](C)(C)C)(O[Si](C)(C)C)O[Si](C)(C)C